NCC1(CCN(CC1)C1=NN2C(S1)=NC=C2C2=C(C=C(C=C2)C2CC2)OC)O 4-(aminomethyl)-1-(5-(4-cyclopropyl-2-methoxyphenyl)imidazo[2,1-b][1,3,4]thiadiazol-2-yl)piperidin-4-ol